C(C#C)N1C(CCC1=O)=O N-(2-propynyl)succinimide